C(C)OC(C(CC(C)C)S(NCNC(=O)OCC1=CC=CC=C1)(=O)=O)=O 2-((benzyloxycarbonylamino)methyl-sulfamoyl)-4-methylpentanoic acid ethyl ester